[I-].C(C1=CC=CC=C1)(=O)SCC[N+](C)(C)C benzoyl-thiocholine iodide